C(C#CC)(=O)N[C@H]1CCC=C(C1)C1=C2C3=C(NC2=C(C=C1F)C(=O)N)CCCCC3 (S)-1-(5-(but-2-ynamido)cyclohex-1-en-1-yl)-2-fluoro-5,6,7,8,9,10-hexahydrocyclohepta[b]indole-4-carboxamide